diazophenylphosphocholine [N+](=[N-])=C(OP(=O)(OC1=CC=CC=C1)[O-])C[N+](C)(C)C